C(C)(C)(C)C1=C(OCC2=CC=C(C(=O)OC)C=C2)C(=CC=C1)C=O Methyl 4-((2-(tert-butyl)-6-formylphenoxy) methyl)benzoate